[Ti+4].C(C=C)(=O)[O-].C(C=C)(=O)[O-].C(C=C)(=O)[O-].C(C=C)(=O)[O-] acrylic acid titanium salt